4-(18-(tert-butoxy)-18-oxooctadecanoylamino)butanoic acid C(C)(C)(C)OC(CCCCCCCCCCCCCCCCC(=O)NCCCC(=O)O)=O